C1OC(CO)COC1 2-ethylenedioxypropanol